(2S)-2-amino-4-(4-fluorophenyl)-1-thiazol-2-yl-butan-1-ol N[C@H](C(O)C=1SC=CN1)CCC1=CC=C(C=C1)F